N1=C(C=CC2=CC=CC=C12)NC(=O)C=1N=NN(C1)C1=CC=C(C=C1)C N-(quinolin-2-yl)-1-(p-tolyl)-1H-1,2,3-triazole-4-carboxamide